(E)-N-(1-(benzyloxy)-6-phenyl-3,3-bis(trifluoromethyl)hex-5-en-2-yl)-2-methylpropan-2-sulfinamide C(C1=CC=CC=C1)OCC(C(C\C=C\C1=CC=CC=C1)(C(F)(F)F)C(F)(F)F)NS(=O)C(C)(C)C